OC[C@@]12CCC[C@H]1[C@@H]1CC[C@H]3CCCC[C@]3(C)[C@H]1CC2 hydroxy-5α-androstane